FC(OC1=CC2=C(N=C3SC(=CN32)[Si](C)(C)C)C=C1)F 6-(difluoromethoxy)-2-(trimethylsilyl)benzo[4,5]imidazo[2,1-b]thiazole